N-methyl-1,7-diazaspiro[3.5]nonane-1-carboxamide dihydrochloride Cl.Cl.CNC(=O)N1CCC12CCNCC2